N-triethoxysilylpropyl-N,N,N-trimethylammonium chloride [Cl-].C(C)O[Si](OCC)(OCC)CCC[N+](C)(C)C